(5S)-5-Methyl-2-[1-(2,2,2-trifluoroethyl)pyrazol-4-yl]-6,7-dihydro-5H-pyrazolo[5,1-b][1,3]oxazine-3-carboxylic acid C[C@H]1CCN2C(O1)=C(C(=N2)C=2C=NN(C2)CC(F)(F)F)C(=O)O